FCCCCCCCCCN(C\C=C/C1=CC=C(C=C1)C1OC2=CC=C(C=C2C(=C1C1=CC(=CC=C1)O)C)O)C 2-(4-{(Z)-3-[(9-Fluorononyl)methyl-amino]propenyl}phenyl)-3-(3-hydroxyphenyl)-4-methyl-2H-chromen-6-ol